C(C1=CC=CC=C1)OC1=C2C(=CNC2=CC=C1C)CCN(C)CC 2-(4-(benzyloxy)-5-methyl-1H-indol-3-yl)-N-ethyl-N-methylethan-1-amine